7-amino-3-(2-chloro-6-methyl-phenyl)-1-(1-methyl-4-piperidyl)-4H-pyrimido[4,5-d]pyrimidin-2-one NC1=NC=C2C(=N1)N(C(N(C2)C2=C(C=CC=C2C)Cl)=O)C2CCN(CC2)C